COC(C(C)C1=NC=C(C2=CN=C(C=C12)Cl)Br)=O 2-(4-bromo-7-chloro-2,6-naphthyridin-1-yl)propionic acid methyl ester